heptyl-λ1-sulfane C(CCCCCC)[S]